6-bromo-5-(difluoromethoxy)benzo[b]thiophene BrC=1C(=CC2=C(SC=C2)C1)OC(F)F